S(=O)(=O)(O)C(C(=O)O)CC(=O)O.C(CCCCCCCCCCCCCCCCCCCCC)[Na] docosyl-sodium sulfosuccinate